C(CCC)[C@@H]1N=C(C2=CC=C(C=C2C1)OC)C1=CC=C(C=C1)C1=NC=CC=C1N {4-[(3S)-3-butyl-6-methoxy-3,4-dihydroisoquinolin-1-yl]phenyl}pyridin-3-amine